(R)-N-(4-(1-phenylpyrrolidin-2-yl)thiazol-2-yl)-3-(pyridin-4-ylamino)propanamide C1(=CC=CC=C1)N1[C@H](CCC1)C=1N=C(SC1)NC(CCNC1=CC=NC=C1)=O